NC1=NC=CC(=N1)C=1C2=C(C(=NC1)NCC=1C=C(C(=O)NCC(C)(C)OC)C=CC1)CCO2 3-(((7-(2-aminopyrimidin-4-yl)-2,3-dihydrofuro[3,2-c]pyridin-4-yl)amino)methyl)-N-(2-methoxy-2-methylpropyl)benzamide